FC1=C(COC2=CC=CC(=N2)C2CCN(CC2)CC2=NC3=C(N2CC2(CC2)CF)C=C(C=C3)C(=O)O)C=CC(=C1)C1COC1 2-((4-(6-((2-fluoro-4-(oxetane-3-yl)benzyl)oxy)pyridin-2-yl)piperidin-1-yl)methyl)-1-((1-(fluoromethyl)cyclopropyl)methyl)-1H-benzo[d]imidazole-6-carboxylic acid